C(C1=CC=CC=C1)(=O)O[C@H]1CN([C@@H]([C@H]1C)CN1N=CC=2C1=NC(=NC2)Cl)C(C)=O [(3R,4R,5S)-1-acetyl-5-[(6-chloropyrazolo[3,4-d]pyrimidin-1-yl)methyl]-4-methyl-pyrrolidin-3-yl] benzoate